methyl 2-[3,5-dichloro-4-[(3R,4R)-6-[2,6-dichloro-4-(3-methoxy-3-oxo-propyl) phenoxy]-3,4-dihydroxyhexoxy]anilino]benzoate ClC=1C=C(NC2=C(C(=O)OC)C=CC=C2)C=C(C1OCC[C@H]([C@@H](CCOC1=C(C=C(C=C1Cl)CCC(=O)OC)Cl)O)O)Cl